C[Si](OC(C=CCC1[13C](CCC1)=O)C)(C)C 2-(4-((trimethylsilyl)oxy)pent-2-en-1-yl)cyclopentan-1-one-13C